OC[C@H]1CN(CCN1)C(=O)OCCCC butyl (3R)-3-(hydroxymethyl)piperazine-1-carboxylate